α-bromo-m-tolunitrile BrCC1=CC(=CC=C1)C#N